[Si](C)(C)(C(C)(C)C)OCC=1N=NC(=CC1NC1=CC(=NC=C1)NC(CN1CCN(CC1)C)=O)C1=C(C=CC(=C1)Cl)F N-{4-[(3-{[(tert-butyldimethylsilyl)oxy]methyl}-6-(5-chloro-2-fluorophenyl)pyridazin-4-yl)amino]pyridin-2-yl}-2-(4-methylpiperazin-1-yl)acetamide